C(C1=CC=CC=C1)OC=1C2=C(N=C(N1)S(=O)(=O)C)CN(CC2)C(=O)OC(C)(C)C tert-butyl 4-(benzyloxy)-2-(methylsulfonyl)-5,6-dihydropyrido[3,4-d]pyrimidine-7(8H)-carboxylate